FC=1C=CC2=C(N(CCO2)CC2=NC=C(C=C2)C2=NOC(=N2)C(F)(F)F)C1 6-fluoro-4-({5-[5-(trifluoromethyl)-1,2,4-oxadiazol-3-yl]pyridin-2-yl}methyl)-3,4-dihydro-2H-1,4-benzoxazine